1-(tert-butyl)-N-((3-(8-(((3S,4R)-3-fluoro-1-methylpiperidin-4-yl)amino)-3-((E)-prop-1-en-1-yl)imidazo[1,2-a]pyridin-2-yl)-1,2,4-oxadiazol-5-yl)methyl)-1H-pyrrole-3-carboxamide C(C)(C)(C)N1C=C(C=C1)C(=O)NCC1=NC(=NO1)C=1N=C2N(C=CC=C2N[C@H]2[C@H](CN(CC2)C)F)C1\C=C\C